methyl 3-(N-(4-chloro-5-(isothiazol-5-yl)-2-(pyrrol-1-yl)phenyl)sulfamoyl)-4-cyclopropylbenzoate ClC1=CC(=C(C=C1C1=CC=NS1)NS(=O)(=O)C=1C=C(C(=O)OC)C=CC1C1CC1)N1C=CC=C1